(S)-N-(1-(2-fluoro-4-(trifluoromethoxy)phenyl)ethyl)-2-(6-fluoro-4-oxo-benzo[d][1,2,3]triazin-3(4H)-yl)acetamide FC1=C(C=CC(=C1)OC(F)(F)F)[C@H](C)NC(CN1N=NC2=C(C1=O)C=C(C=C2)F)=O